NC=1C=C(C(=C(C1)[C@@H](C)NC1=NC(=NC2=CC(=C(C=C12)NCCOC)C(=O)N1CCOCC1)C)F)C(F)F (R)-(4-((1-(5-amino-3-(difluoromethyl)-2-fluorophenyl)ethyl)amino)-6-((2-methoxyethyl)amino)-2-methylquinazolin-7-yl)(morpholino)methanone